tert-butyl 5-((1-((benzyloxy)carbonyl)piperidin-4-ylidene)methyl)-1-methyl-3,4-dihydroisoquinoline-2(1H)-carboxylate C(C1=CC=CC=C1)OC(=O)N1CCC(CC1)=CC1=C2CCN(C(C2=CC=C1)C)C(=O)OC(C)(C)C